CN(CCN1CCN(CC1)C1=C(C=C(C=N1)CO)C)C (6-(4-(2-(dimethylamino)ethyl)piperazin-1-yl)-5-methylpyridin-3-yl)methanol